4-fluoro-benzonitrile hydrochloride Cl.FC1=CC=C(C#N)C=C1